C(C)(C)(C)OC(=O)N1C(C2=CC=CC(=C2C1)C1=CN=C2N1C=CC(=C2)F)=O 4-(7-fluoroimidazo[1,2-a]pyridin-3-yl)-1-oxoisoindoline-2-carboxylic acid Tert-butyl ester